BrC1=C(C=C2C(=NC(=NC2=C1F)F)N1C[C@H]2CC[C@@H](C1)N2C(=O)OC(C)(C)C)Cl tert-butyl (1R,5S)-3-(7-bromo-6-chloro-2,8-difluoroquinazolin-4-yl)-3,8-diazabicyclo[3.2.1]octane-8-carboxylate